[V+5].[V+4] vanadium (IV)-vanadium(V)